C(CCCCCCCCCC=CCCCCCCCC)(=O)OCCCCCCCCCCCCCCCCCCCCC heneicosyl eicosa-11-enoate